Cl.FC=1C=CC(=NC1)C(COC(F)(F)F)OC1=CC(=CC=2N1C(=CN2)C#N)C=2N=NN(C2C)C2CCNCC2 5-[1-(5-Fluoro-2-pyridyl)-2-(trifluoromethoxy)ethoxy]-7-[5-methyl-1-(4-piperidyl)triazol-4-yl]imidazo[1,2-a]pyridine-3-carbonitrile HCl